C(C1=CC=CC=C1)OC([C@H](CN)NC(=O)OC(C)(C)C)=O (S)-benzyl-3-amino-2-(tert-butoxycarbonyl amino)propanoate